N-(3-(4-(4-((3-hydroxyazetidin-1-yl)methyl)-3-methyl-1H-pyrazol-1-yl)-5-methylpyrimidin-2-ylamino)-5-methylphenyl)acrylamide OC1CN(C1)CC=1C(=NN(C1)C1=NC(=NC=C1C)NC=1C=C(C=C(C1)C)NC(C=C)=O)C